1,2-difluoro-tetrachloroethane FC(C(F)(Cl)Cl)(Cl)Cl